(3aR,4S,6aR)-1-(5-(2-cyanopyridin-4-yl)oxazole-2-carbonyl)-4-methylhexahydropyrrolo[3,4-b]pyrrole-5(1H)-carbonitrile C(#N)C1=NC=CC(=C1)C1=CN=C(O1)C(=O)N1[C@@H]2[C@H](CC1)[C@@H](N(C2)C#N)C